3-(4-chlorophenyl)-2-[[4-(trifluoromethyl)benzoyl]amino]propanoic acid ClC1=CC=C(C=C1)CC(C(=O)O)NC(C1=CC=C(C=C1)C(F)(F)F)=O